NC1=C2N=CN(C2=NC(=N1)F)[C@H]1C[C@@H]([C@@](O1)(C#C)CO[P@](=O)(OC1=CC=CC=C1)N[C@H](C(=O)OCCCCCCCCCCCCCCCCCCC)CC1=CC(=CC(=C1)F)F)O Nonadecyl (S)-2-(((S)-(((2R,3S,5R)-5-(6-amino-2-fluoro-9H-purin-9-yl)-2-ethynyl-3-hydroxytetrahydrofuran-2-yl) methoxy)(phenoxy)phosphoryl)amino)-3-(3,5-difluorophenyl)propanoate